ClC=1C=C(C=C(C1C)C1=CC(=CC=2C3=CC(=CC=C3NC12)C1=C(C=C(C=C1C)C)C)C1=C(C=C(C=C1C)C)C)N(C=1C=C(C=C(C1)C1=CC=CC=C1)C1=CC=CC=C1)C1=CC=C(C=C1)C1=C(C=C(C=C1C)C)C N-(3-chloro-5-(3,6-dimesityl-9H-carbazol-1-yl)-4-methylphenyl)-N-(2',4',6'-trimethyl-[1,1'-biphenyl]-4-yl)-[1,1':3',1''-terphenyl]-5'-amine